p-N-ethylaminobenzoic acid C(C)NC1=CC=C(C(=O)O)C=C1